O=C1N(CCC(N1)=O)C1=CC=C(N=N1)CN1CCC(CC1)N1N=C2C=C(C(=CC2=C1)NC(C1=CN=C(C=C1)C(F)(F)F)=O)C(C)(C)O N-(2-(1-((6-(2,4-dioxotetrahydropyrimidin-1(2H)-yl)pyridazin-3-yl)methyl)piperidin-4-yl)-6-(2-hydroxypropan-2-yl)-2H-indazol-5-yl)-6-(trifluoromethyl)nicotinamide